ClC1=C(C=O)C=CC=C1CF 2-CHLORO-3-FLUOROMETHYLBENZALDEHYDE